4-((4-nitrophenyl)amino)-2-butanone [N+](=O)([O-])C1=CC=C(C=C1)NCCC(C)=O